2-Amino-4-methoxybenzoic acid methyl ester COC(C1=C(C=C(C=C1)OC)N)=O